4-methyl-3-(trifluoromethyl)benzoic acid CC1=C(C=C(C(=O)O)C=C1)C(F)(F)F